C1(=CC=CC=C1)[C@H](C)NC=1NC(N(C(C1)=O)C=1C=NC=NC1)=O (S)-4-((1-phenylethyl)amino)-2H-[1,5'-bipyrimidine]-2,6(3H)-dione